1-((3S,4R)-4-fluoro-3-((2-((1-(1-methylpiperidin-4-yl)-1H-pyrazol-4-yl)amino)-7H-pyrrolo[2,3-d]pyrimidin-4-yl)oxy)-piperidin-1-yl)prop-2-en-1-one Chloroacetat ClCC(=O)O.F[C@H]1[C@H](CN(CC1)C(C=C)=O)OC=1C2=C(N=C(N1)NC=1C=NN(C1)C1CCN(CC1)C)NC=C2